2-{2,6-dimethoxy-4-[(E)-2-phenylethenyl]phenyl}propan-2-ol COC1=C(C(=CC(=C1)\C=C\C1=CC=CC=C1)OC)C(C)(C)O